tri(t-butoxy)tin C(C)(C)(C)O[Sn](OC(C)(C)C)OC(C)(C)C